FC=1C=C(C=NC1)C1=NN(C=C1C1=C2C(=NC=C1)NC=C2)C 4-[3-(5-fluoro-3-pyridinyl)-1-methyl-pyrazol-4-yl]-1H-pyrrolo[2,3-b]pyridine